[P+3].P(=O)([O-])([O-])[O-].N1=C(N)N=C(N)N=C1N melamine phosphate phosphorus